C(OC12CC(C1)(C2)C(N(C)C2=CC(=CC=C2)Cl)=O)(=O)Cl 3-((3-chlorophenyl)(methyl)carbamoyl)bicyclo[1.1.1]pentan-1-yl carbonochloridate